4-(5-(trifluoromethyl)-1H-1,2,4-triazol-3-yl)butan-1-ol FC(C1=NC(=NN1)CCCCO)(F)F